(furan-3-yl)dodecane-1-one O1C=C(C=C1)C(CCCCCCCCCCC)=O